10-decanedioyl dimethacrylate C(C(=C)C)(=O)OC(CCCCCCCCC(=O)OC(C(=C)C)=O)=O